CC1=CC=C(C=C1)S(=O)(=O)OCC[C@H](C)OCC1=CC=CC=C1.C1(=CC=CC=C1)NC1=CC=C(C=C1)NC(C)C N-phenyl-N'-isopropyl p-phenylenediamine [(3S)-3-benzyloxybutyl] 4-methylbenzenesulfonate